5-((1S,2R)-1-(6-chloro-4-methyl-1,1-dioxido-3,4-dihydro-2H-pyrido[2,3-e][1,2,4]thiadiazin-2-yl)-2-(6-fluoro-2,3-dimethylphenyl)propyl)-1,3,4-oxadiazol-2(3H)-one ClC=1C=CC2=C(N(CN(S2(=O)=O)[C@@H]([C@H](C)C2=C(C(=CC=C2F)C)C)C2=NNC(O2)=O)C)N1